Dioleoyl-diaminobutane C(CCCCCCC\C=C/CCCCCCCC)(=O)C(C(C)(N)C(CCCCCCC\C=C/CCCCCCCC)=O)(C)N